5-(1-(3,5-Difluorophenyl)propoxy)-3-(5-((1-Methylpiperidin-4-yl)methyl)-1,4,5,6-Tetrahydropyrrolo[3,4-d]imidazol-2-yl)-1H-Indazol FC=1C=C(C=C(C1)F)C(CC)OC=1C=C2C(=NNC2=CC1)C1=NC2=C(N1)CN(C2)CC2CCN(CC2)C